4-(4-isobutylbenzoyl)-2,3-dihydroxyphenyl-furan-2-carboxylate C(C(C)C)C1=CC=C(C(=O)C2=C(C(=C(C=C2)OC(=O)C=2OC=CC2)O)O)C=C1